2-(1H-imidazole-5-yl)ethanol N1C=NC=C1CCO